F[B-](F)(F)F.C[N+](=C(ON1N=NC2=C1C=C(C=C2)Cl)N(C)C)C N,N,N',N'-tetramethyl-O-(6-chloro-1H-benzotriazol-1-yl)uronium tetrafluoroborate